silver diperiodate I(=O)(=O)(=O)[O-].I(=O)(=O)(=O)[O-].[Ag+2]